N-[5-(hydroxymethyl)thiazol-2-yl]acetamide OCC1=CN=C(S1)NC(C)=O